tert-butyl (1S,4S)-4-hydroxycyclohexane-1-carboxylate OC1CCC(CC1)C(=O)OC(C)(C)C